CC=1NC(=C(C(C1C(=O)OCCN1CCN(CC1)C1=C(C=CC=C1)OC)C=1SC=CC1)[N+](=O)[O-])C 1,4-Dihydro-2,6-dimethyl-5-nitro-4-(2-thienyl)-3-pyridinecarboxylic acid, {2-[4-(2-methoxyphenyl)-1-piperazinyl]ethyl} ester